The molecule is an N-monosubstituted putrescine where the N-substituent is methyl. It has a role as a mouse metabolite. It is a conjugate base of a N-methylputrescinium(2+). CNCCCCN